2-[4-bromo-2-[2-[(3S)-3-hydroxypyrrolidin-1-yl]-2-oxo-ethoxy]-5-methyl-phenyl]-8-chloro-chromen-4-one BrC1=CC(=C(C=C1C)C=1OC2=C(C=CC=C2C(C1)=O)Cl)OCC(=O)N1C[C@H](CC1)O